FC(=CC(=O)NC1=CC=CC=C1)SC1=CC=CC=C1 3-fluoro-N-phenyl-3-(phenylthio)acrylamide